titanium toluene CC1=CC=CC=C1.[Ti]